1-(4-(Naphthalen-2-ylmethoxy)benzyl)-1H-imidazole-4-carboxylic acid propyl ester C(CC)OC(=O)C=1N=CN(C1)CC1=CC=C(C=C1)OCC1=CC2=CC=CC=C2C=C1